COC(=O)C1=CC=2C=3C(N(C2C=C1)C1=CC=CC=C1)=CN(C3)CC3=CC=CC=C3 2-benzyl-4-phenyl-2H,4H-pyrrolo[3,4-b]Indole-7-carboxylic acid methyl ester